7-((1-(4-cyano-3-fluorophenyl)pyrrolidin-3-yl)amino)thieno[3,2-b]pyridine-6-carboxylic acid C(#N)C1=C(C=C(C=C1)N1CC(CC1)NC1=C2C(=NC=C1C(=O)O)C=CS2)F